(3-(5-carbamoyl-7-methoxy-2-(1-methyl-1H-pyrrole-2-carboxamido)-1H-benzo[d]imidazol-1-yl)propyl)carbamic acid benzyl ester C(C1=CC=CC=C1)OC(NCCCN1C(=NC2=C1C(=CC(=C2)C(N)=O)OC)NC(=O)C=2N(C=CC2)C)=O